IC=1C=C2C(NC=NC2=CC1)=O 6-Iodo-4-oxoquinazolin